FC=1C=C(COC=2C=C3N(C(N2)=O)C[C@@H]2N3CCC2)C=C(C1OC1=CC(=NC=C1)C)F (R)-3-((3,5-difluoro-4-((2-methylpyridin-4-yl)oxy)benzyl)oxy)-7,8,8a,9-tetrahydropyrrolo[1',2':3,4]imidazo[1,2-c]pyrimidin-1(6H)-one